(1R)-1-(4-cyclopropyl-3,5-dimethoxyphenyl)-N-{2-[(1S)-1-phenylethoxy]ethyl}ethane-1-amine hydrochloride Cl.C1(CC1)C1=C(C=C(C=C1OC)[C@@H](C)NCCO[C@@H](C)C1=CC=CC=C1)OC